{5-[(2-methoxyethoxy)methyl]-1,3,4-thiadiazol-2-yl}-5-[4-(trifluoromethoxy)benzene-1-sulfonyl]pyridin-3-amine COCCOCC1=NN=C(S1)C1=NC=C(C=C1N)S(=O)(=O)C1=CC=C(C=C1)OC(F)(F)F